8'-(2-chlorobenzyl)-4'-(3-(dimethylamino)azetidin-1-yl)-6'-fluoro-7'-(3-hydroxynaphthalen-1-yl)spiro[piperidine-3,1'-pyrrolo[2,3-c]quinolin] ClC1=C(CC2=CC=3C4=C(C(=NC3C(=C2C2=CC(=CC3=CC=CC=C23)O)F)N2CC(C2)N(C)C)N=CC42CNCCC2)C=CC=C1